N-(5-(2-(Dimethylamino)ethoxy)-2-methylphenyl)-1-(naphthalen-1-yl)cyclopropane-1-carboxamide CN(CCOC=1C=CC(=C(C1)NC(=O)C1(CC1)C1=CC=CC2=CC=CC=C12)C)C